C(CCC)C1=CC=C(COC(CCCCC(=O)OCCCCCCN(CCCCCCCC(=O)OCCCCCCCCC)CCO)OCC2=CC=C(C=C2)CCCC)C=C1 nonyl 8-((6-((6,6-bis((4-butylbenzyl)oxy)hexanoyl)oxy)hexyl)(2-hydroxyethyl)amino)octanoate